tert-butyl ((S)-1-(((5S,8S,10aR)-8-(((R)-chroman-4-yl)carbamoyl)-3-(methylcarbamoyl)-6-oxodecahydropyrrolo[1,2-a][1,5]diazocin-5-yl)amino)-1-oxopropan-2-yl)carbamat O1CC[C@H](C2=CC=CC=C12)NC(=O)[C@@H]1CC[C@H]2N1C([C@H](CN(CC2)C(NC)=O)NC([C@H](C)NC(OC(C)(C)C)=O)=O)=O